COC=1C=C(C=C(C1)C(F)(F)F)CCC(=O)O 3-(3-methoxy-5-(trifluoromethyl)phenyl)propanoic acid